C(C)(=O)OCCCCCC1NC(CN(C1)CCCCO[Si](C)(C)C(C)(C)C)CCCCCOC(C)=O (4-(4-((tert-butyldimethylsilyl)oxy)butyl)piperazine-2,6-diyl)bis(pentane-5,1-diyl) diacetate